P(=O)([O-])([O-])[O-].[Na+].[Ca+2].[Ag+] silver-calcium-sodium phosphate